C(C)C1=CC(=CC2=CN(N=C12)C)C1=CC2=C(C=N1)N=C(S2)C2CCNCC2 6-(7-ethyl-2-methyl-2H-indazol-5-yl)-2-(piperidin-4-yl)[1,3]thiazolo[4,5-c]pyridine